FC1=CC=C(C=C1)C1=C(CCC(C1)(C)C)CN1CCN(CC1)CCCSC1=C2C(N(C(=NC2=CC=C1)C)C1C(NC(CC1)=O)=O)=O 3-(5-((3-(4-((4'-fluoro-5,5-dimethyl-3,4,5,6-tetrahydro-[1,1'-biphenyl]-2-yl)methyl)piperazin-1-yl)propyl)thio)-2-methyl-4-oxoquinazolin-3(4H)-yl)piperidine-2,6-dione